C(C)(=O)NC1C[C@H]2CC(C[C@H]2C1)C(=O)NC1=NC=C(C(=C1)C=1C=C(N2CC(CC12)(C)C)C#N)Cl (2r,3aR,5s,6aS)-5-acetylamino-N-(5-chloro-4-(5-cyano-2,2-dimethyl-2,3-dihydro-1H-pyrrolizin-7-yl)pyridin-2-yl)octahydropentalene-2-carboxamide